The molecule is a macrolide antibiotic produced by various Streptomyces species that is used to treat toxoplasmosis and various other infections of soft tissues. It has a role as a bacterial metabolite, an antibacterial drug and an antimicrobial agent. It is a macrolide, an ether, an aldehyde, a disaccharide derivative and a tertiary amino compound. C[C@@H]1C/C=C/C=C/[C@@H]([C@@H](C[C@@H]([C@@H]([C@H]([C@@H](CC(=O)O1)O)OC)O[C@H]2[C@@H]([C@H]([C@@H]([C@H](O2)C)O[C@H]3C[C@@]([C@H]([C@@H](O3)C)O)(C)O)N(C)C)O)CC=O)C)O[C@H]4CC[C@@H]([C@@H](O4)C)N(C)C